methyl 2-(6-(4-(5-(3-chloro-4-(trifluoromethyl)phenyl)-7,7-dimethyl-6,7-dihydro-5H-pyrrolo[2,3-b]pyrazine-2-carbonyl)-3,3-dimethylpiperazin-1-yl)pyridin-3-yl)acetate ClC=1C=C(C=CC1C(F)(F)F)N1CC(C=2C1=NC=C(N2)C(=O)N2C(CN(CC2)C2=CC=C(C=N2)CC(=O)OC)(C)C)(C)C